6-(m-isopropylphenyl-(Cumenyl))-4-(1-{[6-(methoxymethyl)-2-pyridinyl]methyl}-1H-1,2,3-triazol-4-yl)-2-pyrimidinylamine C(C)(C)C=1C=C(C=CC1)C=1C(=C(C=CC1)C(C)C)C1=CC(=NC(=N1)N)C=1N=NN(C1)CC1=NC(=CC=C1)COC